2-(3-(3,5-difluorophenyl)-5-hydroxy-1H-pyrazol-1-yl)thiazole-4-carboxylic acid FC=1C=C(C=C(C1)F)C1=NN(C(=C1)O)C=1SC=C(N1)C(=O)O